N1N=CC=2N=CN=NC21 1H-pyrazolo[4,3-e][1,2,4]triazine